N(=[N+]=[N-])[C@@]1(C[C@@H](O[C@@H]1CO)N1C=NC=2C(N)=NC=NC12)O 3'-azido-deoxyadenosine